C1=COC2=C1C=1C=CC=C(C1C=C2)C=2C=1C=CC3=C(C=CO3)C1C=CC2 binaphtho[1,2-d]furan-6-yl